FC(CC[C@H]1N(S(C2=C(N(C1)C1CCC(CC1)(F)F)C=C(C(=C2)OC)C(F)(F)F)(=O)=O)C)(C)F (R)-3-(3,3-difluorobutyl)-5-(4,4-difluorocyclohexyl)-8-methoxy-2-methyl-7-(trifluoromethyl)-2,3,4,5-tetrahydrobenzo[f][1,2,5]thiadiazepine 1,1-dioxide